(2R,3S,4R,5S)-5-(4-bromophenyl)-2,3,4,5-tetrahydroxypentanoic acid ethyl ester C(C)OC([C@@H]([C@H]([C@@H]([C@@H](O)C1=CC=C(C=C1)Br)O)O)O)=O